7-chloro-2-isopropyl-2H-pyrazolo[3,4-c]pyridine ClC1=NC=CC=2C1=NN(C2)C(C)C